CC1(CCO1)C=1SC(=CC1)C1(CCO1)C 2,5-di(4-methyl-4-oxetanyl)thiophene